3-(2-oxospiro[indoline-3,3'-pyrrolidine]-1-yl)piperidine-2,6-dione O=C1N(C2=CC=CC=C2C12CNCC2)C2C(NC(CC2)=O)=O